C(C)(C)(C)OC(=O)N1[C@H]2CN(C[C@@H]1CC2)C2=NC(=NC(=N2)OC[C@]21CCCN1C[C@@H](C2)F)C(=O)O 4-((1R,5S)-8-(tert-butoxycarbonyl)-3,8-diazabicyclo[3.2.1]octan-3-yl)-6-(((2R,7aS)-2-fluorotetrahydro-1H-pyrrolizin-7a(5H)-yl)methoxy)-1,3,5-triazine-2-carboxylic acid